CSCC=1C=C(C=NC1)NC(OC(C)(C)C)=O tert-butyl (5-((methylthio)methyl)pyridin-3-yl)carbamate